[Si](C1=CC=CC=C1)(C1=CC=CC=C1)(C(C)(C)C)OCCC1=C(OC2=C1C(=CC(=C2)C(=O)OCC)OC)C=2N(C1=CC=CC=C1C2)CC2CC2 ethyl 3-(2-((tert-butyldiphenylsilyl)oxy)ethyl)-2-(1-(cyclopropylmethyl)-1H-indol-2-yl)-4-methoxybenzofuran-6-carboxylate